N-[2-({4-[3-(3,5-difluorophenyl)-1H-pyrrolo[3,2-b]pyridin-2-yl]pyridin-3-yl}oxy)ethyl]-N-methylprop-2-enamide FC=1C=C(C=C(C1)F)C1=C(NC=2C1=NC=CC2)C2=C(C=NC=C2)OCCN(C(C=C)=O)C